C(C)N1N=C2C3=C(CCC2=C1)OC(=C3C)C(=O)NC=3C=C(C(=O)OCC)C=CC3 ethyl 3-[(2-ethyl-8-methyl-4,5-dihydrofuro[2,3-g]indazole-7-carbonyl)amino]benzoate